Methyl 2-[[4-[6-[(4-bromo-2-fluoro-phenyl) methoxy]-2-pyridyl]-1-piperidyl]methyl]-3-[[(2S)-oxetan-2-yl]methyl]benzimidazole-5-carboxylate BrC1=CC(=C(C=C1)COC1=CC=CC(=N1)C1CCN(CC1)CC=1N(C2=C(N1)C=CC(=C2)C(=O)OC)C[C@H]2OCC2)F